C(C)O[Si](CCC1CC2OC2CC1)(OCC)OCC triethoxy[2-(7-oxabicyclo[4.1.0]hept-3-yl)ethyl]silane